(1S,2S)-N-(7-chloro-6-(trans-4-(3-fluoroazetidin-1-yl)cyclohexyl)isoquinolin-3-yl)-2-(1-methyl-1H-pyrazol-4-yl)cyclopropane-1-carboxamide ClC1=C(C=C2C=C(N=CC2=C1)NC(=O)[C@@H]1[C@H](C1)C=1C=NN(C1)C)[C@@H]1CC[C@H](CC1)N1CC(C1)F